C(C)C1=NN2C(N(C3=C(C2=O)CN(C3=O)C3CNC3)CC(=O)NC3=NC=C(C=C3)F)=C1 3-[2-Ethyl-4-{2-[(5-fluoropyridin-2-yl)amino]-2-oxoethyl}-5,8-dioxo-5,8-dihydro-4H-pyrazolo[1,5-a]pyrrolo[3,4-d]pyrimidin-6(7H)-yl]azetidin